(R)-4-(2-chloro-7-(1-isopropyl-1H-pyrazol-5-yl)thieno[3,2-d]Pyrimidin-4-yl)-3-methylmorpholine ClC=1N=C(C2=C(N1)C(=CS2)C2=CC=NN2C(C)C)N2[C@@H](COCC2)C